2-(tetrahydro-2H-pyran-4-yl)-7,8-dihydropyrido[4,3-d]pyrimidine-6(5H)-carboxylic acid tert-butyl ester C(C)(C)(C)OC(=O)N1CC2=C(N=C(N=C2)C2CCOCC2)CC1